NC(C(C1=CC=CC=C1)NS(=O)(=O)C1=CC=C(C=C1)C)C1=CC=CC=C1 N-(2-amino-1,2-diphenylethyl)-p-methylbenzenesulfonamide